C1(=CC=CC=C1)C=1C=C2C=CN(C2=CC1)CC=1N=C(OC1)\C=C\C1=CC=C(C=C1)C(F)(F)F (E)-4-((5-phenyl-1H-indol-1-yl)methyl)-2-(4-(trifluoromethyl)styryl)oxazole